CN(CCC1=NN(C(C=C1)=O)[C@H](C(=O)O)CC(C)C)C (S)-2-(3-(2-(dimethylamino)ethyl)-6-oxopyridazine-1(6H)-yl)-4-methylpentanoic acid